3-(BUTYLSULPHONYL)-PROPANOIC ACID C(CCC)S(=O)(=O)CCC(=O)O